IC1=CC=2C=3N(C=NC2C=C1)C(CN3)CN (9-iodo-2,3-dihydroimidazo[1,2-c]quinazolin-3-yl)methylamine